S1C=NC2=C1C=CC(=C2)NC2=CC=NC1=CC=C(C=C21)C2=C(C=C(C=C2)C(=O)N2CCN(CC2)CCO)F (4-(4-(benzo[d]thiazol-5-ylamino)quinolin-6-yl)-3-fluorophenyl)(4-(2-hydroxyethyl)piperazin-1-yl)methanone